1-(4-(2-((tert-butyldimethylsilyl)oxy)-1,1,1,3,3,3-hexafluoroprop-2-yl)phenyl)-N-methoxy-N-methylpiperidine-4-carboxamide [Si](C)(C)(C(C)(C)C)OC(C(F)(F)F)(C(F)(F)F)C1=CC=C(C=C1)N1CCC(CC1)C(=O)N(C)OC